(11R)-5,11,26-trimethyl-23-oxo-4,5,13,20,22,27-hexazapentacyclo-[22.3.1.02,6.013,21.014,19]octacosa-1(27),2(6),3,14(19),15,17,20,24(28),25-nonaene-16-carbaldehyde CN1N=CC=2C3=NC(=CC(C(NC4=NC=5C=CC(=CC5N4C[C@@H](CCCCC12)C)C=O)=O)=C3)C